OC1=C2C=CC(OC2=CC(=C1)O)=O 5,7-dihydroxy-coumarin